[1-(cyclopropylmethyl)cyclopropyl]methanol C1(CC1)CC1(CC1)CO